ClC=1C=C2C(=CNC2=CC1)NC1=NC2=C(N1CCC)C(=CC(=C2)C(F)(F)F)F N-(5-Chloro-1H-indol-3-yl)-7-fluoro-1-propyl-5-(trifluoromethyl)-1H-benzo[d]imidazol-2-amine